CC1(N(C(N(C1=O)C1=C(C(=C(C#N)C=C1)OC)F)=S)C=1C=NC(=CC1)C)C 4-(4,4-dimethyl-3-(6-methylpyridin-3-yl)-5-oxo-2-thioxoimidazolidin-1-yl)-3-fluoro-2-methoxybenzonitrile